2-[1-(2,6-diisopropylphenyl)ethyl]-6-[1-(2-chloro-6-methylphenylimino)ethyl]pyridine iron dichloride [Fe](Cl)Cl.C(C)(C)C1=C(C(=CC=C1)C(C)C)C(C)C1=NC(=CC=C1)C(C)=NC1=C(C=CC=C1C)Cl